(2-(2,4-dioxotetrahydropyrimidin-1(2H)-yl)-6-fluoropyridin-3-yl)methyl methanesulfonate CS(=O)(=O)OCC=1C(=NC(=CC1)F)N1C(NC(CC1)=O)=O